[2-Fluoro-5-(7-morpholin-4-yl-quinazolin-4-yl)-phenyl]-(6-methoxy-pyridazin-3-yl)-methanol FC1=C(C=C(C=C1)C1=NC=NC2=CC(=CC=C12)N1CCOCC1)C(O)C=1N=NC(=CC1)OC